Cl.C1N[C@@H](CC2=CC=CC=C12)C(=O)OC methyl (3S)-1,2,3,4-tetrahydroisoquinoline-3-carboxylate hydrochloride